1-ethyl-2,3-dimethylimidazolium bis(trifluoromethanesulfonyl)imide [N-](S(=O)(=O)C(F)(F)F)S(=O)(=O)C(F)(F)F.C(C)N1C(=[N+](C=C1)C)C